1-((5,6-Bis(benzyloxy)pyrimidin-4-yl)methyl)-4-(4-((4-(((3-hydroxycyclobutyl)amino)methyl)phenyl)ethynyl)phenyl)-3-Isopropylimidazolin-2-one C(C1=CC=CC=C1)OC=1C(=NC=NC1OCC1=CC=CC=C1)CN1C(N(C(C1)C1=CC=C(C=C1)C#CC1=CC=C(C=C1)CNC1CC(C1)O)C(C)C)=O